1-(2-bromo-4-nitrophenyl)-4-(((2-methylbiphenyl-3-yl)methoxy)methyl)-1H-1,2,3-triazole BrC1=C(C=CC(=C1)[N+](=O)[O-])N1N=NC(=C1)COCC=1C(=C(C=CC1)C1=CC=CC=C1)C